(4S,4aS,5aR,12aS)-4-dimethylamino-3,10,12,12a-tetrahydroxy-7-[(methoxy(methyl)amino)-methyl]-1,11-dioxo-1,4,4a,5,5a,6,11,12a-octahydro-naphthacene-2-carboxylic acid amide CN([C@@H]1C(=C(C([C@]2(C(=C3C(C4=C(C=CC(=C4C[C@H]3C[C@@H]12)CN(C)OC)O)=O)O)O)=O)C(=O)N)O)C